C1(CC1)[C@H]1C2=C(N(C([C@H]1NC(C1=CC(=CC=C1)C(F)(F)F)=O)=O)CC)N(N=C2CO)C2CCOCC2 N-[(4S,5S)-4-cyclopropyl-7-ethyl-3-(hydroxymethyl)-1-(oxan-4-yl)-6-oxo-4H,5H-pyrazolo[3,4-b]pyridin-5-yl]-3-(trifluoromethyl)benzamide